C(C)C1CCC2=C(C=CC=C12)C(=C)C=1N=CNC1 4-[1-(1-ethyl-2,3-dihydro-1H-inden-4-yl)vinyl]-1H-imidazole